COC(=O)C1=CC=CC(=N1)C=NC1CCCCC1 (±)-{[(6-(methoxycarbonyl)pyridin-2-yl)-methylene]amino}-cyclohexane